2,6-dichloropyrimidine ClC1=NC(=CC=N1)Cl